FC(CN1C=CN2N=CC(=C21)CNC(=O)C=2C=NC(=C(C2)F)OC(F)F)F N-{[1-(2,2-difluoroethyl)-1H-imidazo[1,2-b]pyrazol-7-yl]methyl}-6-(difluoromethoxy)-5-fluoropyridine-3-carboxamide